2,2'-difluoro-(1,1'-biphenyl)-4,4'-diamine FC1=C(C=CC(=C1)N)C1=C(C=C(C=C1)N)F